C1=NC=C(C2=CC=CC=C12)N1C(NC2=CC=CC=C2C1=O)=O 3-(4-isoquinolinyl)-1H-quinazoline-2,4-dione